2-[3-(1,3-dicarboxypropyl)ureido]Glutaric acid C(=O)(O)C(CCC(=O)O)NC(NC(C(=O)O)CCC(=O)O)=O